1,3-thiazolidin-4-one S1CNC(C1)=O